FC=1C=C(C=C(C1)F)[C@H]1NOCC1 (3S)-3-(3,5-difluorophenyl)isoxazolidin